4-(pentyloxy)aniline C(CCCC)OC1=CC=C(N)C=C1